NC1=NC=CC=C1C1=NC=2C(=NC(=CC2)C=2NC(C=CC2)=O)N1C1=CC=C(CN2CCC(CC2)NC2=NC(=NC=C2)C#N)C=C1 4-((1-(4-(2-(2-Aminopyridin-3-yl)-5-(6-oxo-1,6-dihydropyridin-2-yl)-3H-imidazo[4,5-b]pyridin-3-yl)benzyl)piperidin-4-yl)amino)pyrimidine-2-carbonitrile